NC1=NC=CC=C1C1=NC=2C(=NC(=CC2)C2=CC=CC=C2)N1C1=CC=C(C=C1)C (4-(2-(2-Aminopyridin-3-yl)-5-phenyl-3H-imidazo[4,5-b]pyridin-3-yl)phenyl)methan